2-{[tert-butyl-(diphenyl)silyl]oxy}acetylhydrazine C(C)(C)(C)[Si](OCC(=O)NN)(C1=CC=CC=C1)C1=CC=CC=C1